F[C@H]1CN(CC[C@H]1NC1=C2C=C(N(C2=CC=C1)CC(F)(F)F)C1=NOC(=N1)CNC(=O)C=1C=NN(C1)CCF)C N-{[3-(4-{[(3S,4R)-3-fluoro-1-methylpiperidin-4-yl]amino}-1-(2,2,2-trifluoroethyl)-1H-indol-2-yl)-1,2,4-oxadiazol-5-yl]methyl}-1-(2-fluoroethyl)-1H-pyrazole-4-carboxamide